4,7-diphenyl-phenanthroline C1(=CC=CC=C1)C1=CC=NC2=C3N=CC=C(C3=CC=C12)C1=CC=CC=C1